C(C)(C)(C)C1=CC=C(C=C1)C=1SC=C(N1)C(=O)OCC1=CSC=C1 Thiophen-3-ylmethyl 2-(4-(tert-butyl)phenyl)thiazole-4-carboxylate